CS(=O)(=CC(CC1(CC1)C(F)(F)F)=O)C dimethyl({2-oxo-3-[1-(trifluoromethyl)cyclopropyl]propylidene})-λ6-sulfanone